OC1=C(OC2=CC(=CC=C2C1=O)O)C1=CC=C(C=C1)OC 3,7-dihydroxy-2-(4-methoxyphenyl)-4-oxo-4H-chromen